CN1N=C(C(=C1)C1=C2CCNC(C2=CC=C1)=O)C(F)(F)F 5-(1-methyl-3-(trifluoromethyl)-1H-pyrazol-4-yl)-1-oxo-3,4-dihydroisoquinolin